BrC=1C=C(CC2=NC3=C(N2CCOC)C=C(C=C3)C(=O)OC)C=CC1C1=NC(=CC=C1)OCC1=C(C=C(C=C1)C#N)F methyl 2-(3-bromo-4-(6-((4-cyano-2-fluorobenzyl) oxy) pyridin-2-yl) benzyl)-1-(2-methoxyethyl)-1H-benzo[d]imidazole-6-carboxylate